FC1(C(N[C@@H](C1)CO)=O)F (S)-3,3-difluoro-5-hydroxymethyl-pyrrolidin-2-one